C(C=C)(=O)N1CC(=CCC1)C=1SC=C(N1)C(C(=O)NC=1SC(=CN1)C1CC1)C 2-(2-(1-propenoyl-1,2,5,6-tetrahydropyridin-3-yl)thiazol-4-yl)-N-(5-cyclopropylthiazol-2-yl)propanamide